CN(C1[NH+](C=CC(N1C)C)C)C 2-dimethylamino-1,3,4-trimethyl-1,4-dihydropyrimidinium